OCC(C)(C)NC(=O)C=1C=2C[C@H]3[C@@H](C2N(N1)C1=NC=C(C=C1)C1=CC=C(C=C1)OC)C3 (1aS,5aS)-2-[5-(4-Methoxy-phenyl)-pyridin-2-yl]-1a,2,5,5a-tetrahydro-1H-2,3-diaza-cyclopropa[a]pentalene-4-carboxylic acid (2-hydroxy-1,1-dimethyl-ethyl)-amide